NC1=NC=2C(=CC=CC2C=2N1C=C(N2)C(=O)N2CC1(CCN(C1)C(CC1=CC(=C(C=C1)F)F)=O)CC2)F 1-(7-(5-amino-7-fluoroimidazo[1,2-c]quinazoline-2-carbonyl)-2,7-diazaspiro[4.4]nonan-2-yl)-2-(3,4-difluorophenyl)ethan-1-one